CS(=O)C=1N=CC2=C(N1)C=CN=C2 methylsulfinyl-pyrido[4,3-D]pyrimidine